C(C)(C)(C)OC(=O)N1CC2(C1)CN(C2)C2=CC=C(C=C2)[N+](=O)[O-] 6-(4-Nitrophenyl)-2,6-diazaspiro[3.3]heptane-2-carboxylic acid tert-butyl ester